CC=1OC=CC1SSOSSC1=C(OC=C1)C 2-methyl-3-furyl-dithioether